C(OC[C@@](C(=O)OC)(NC1=C2C(=NC=C1[N+](=O)[O-])N(C=C2)S(=O)(=O)C2=CC=CC=C2)C)([2H])([2H])[2H] methyl (S)-3-(methoxy-d3)-2-methyl-2-((5-nitro-1-(phenylsulfonyl)-1H-pyrrolo[2,3-b]pyridin-4-yl)amino)propanoate